(2R)-2-hydroxy-3-(3-methyl-1H-1,2,4-triazol-1-yl)propionic acid ethyl ester C(C)OC([C@@H](CN1N=C(N=C1)C)O)=O